3-fluoro-1-methylpiperidin-4-amine FC1CN(CCC1N)C